1-(2-Hydroxy-3-hexadecyloxy-propan-1-yl)-3-(4-vinylbenzyl)-1H-imidazolium iodid [I-].OC(CN1C=[N+](C=C1)CC1=CC=C(C=C1)C=C)COCCCCCCCCCCCCCCCC